N(=[N+]=[N-])[C@H]1[C@H](O[C@@H]([C@H](C1)OCC1=CC=CC=C1)CN=[N+]=[N-])O[C@@H]1[C@H]([C@@H]([C@H]([C@@H]([C@H]1O)O)NC(=O)OCC1=CC=CC=C1)OCC1=CC=CC=C1)NC(OCC1=CC=CC=C1)=O benzyl N-[(1S,2R,3R,4S,5S,6R)-2-[(2R,3R,5S,6R)-3-azido-6-(azidomethyl)-5-benzyloxy-tetrahydropyran-2-yl]oxy-6-benzyloxy-5-(benzyloxycarbonylamino)-3,4-dihydroxy-cyclohexyl]carbamate